(E,4R)-4-(2-chlorothiazol-5-yl)-N-methylthiazolidin-2-imine ClC=1SC(=CN1)[C@@H]1N/C(/SC1)=N\C